N-{[5-chloro-6-(5-methoxy-2-pyrazinyl)-2-indolyl]methyl}-perhydro-2-furamide ClC=1C=C2C=C(NC2=CC1C1=NC=C(N=C1)OC)CNC(=O)C1OCCC1